CN([C@H]1C[C@H](CC[C@@H]1O)NC(OC(C)(C)C)=O)C tert-butyl ((1S,3S,4S)-3-(dimethylamino)-4-hydroxycyclohexyl)carbamate